2,6,9,10-tetrakis(phenylethynyl)anthracene C1(=CC=CC=C1)C#CC1=CC2=C(C3=CC=C(C=C3C(=C2C=C1)C#CC1=CC=CC=C1)C#CC1=CC=CC=C1)C#CC1=CC=CC=C1